OCC(CC=1N=CNC1)NC(=O)C1CCC1 N-(1-hydroxy-3-(1H-imidazol-4-yl)propan-2-yl)cyclobutanecarboxamide